3-methyl-4-(2-(((R)-((S)-7-(1-methyl-1H-pyrazol-4-yl)-2,3-dihydro-1H-pyrido[2,3-b][1,4]oxazin-3-yl)(phenyl)methyl)amino)ethyl)benzonitrile CC=1C=C(C#N)C=CC1CCN[C@H](C1=CC=CC=C1)[C@@H]1CNC2=C(O1)N=CC(=C2)C=2C=NN(C2)C